benz[b]azepine N1C2=C(C=CC=C1)C=CC=C2